ClC1=CC=C(C(=O)NCCNC=O)C=C1 4-chloro-N-(2-formamidoethyl)benzamide